dicyclohexyl-phenylsulfonium trifluoromethanesulfonate FC(S(=O)(=O)[O-])(F)F.C1(CCCCC1)[S+](C1=CC=CC=C1)C1CCCCC1